COC1=CC=C(C=C1)C(C(NC1=CC=C(C=C1)[Si](C)(C)C)=O)N(C(=O)C1=CNC2=NC=CC=C21)C N-(1-(4-methoxyphenyl)-2-oxo-2-((4-(trimethylsilyl)phenyl)amino)ethyl)-N-methyl-1H-pyrrolo[2,3-b]pyridine-3-carboxamide